3-(5-(((1R,2R)-2-(4,4-difluoropiperidin-1-yl)cyclopentyl)oxy)-1-oxoisoindolin-2-yl)piperidine-2,6-dione FC1(CCN(CC1)[C@H]1[C@@H](CCC1)OC=1C=C2CN(C(C2=CC1)=O)C1C(NC(CC1)=O)=O)F